3-((2,4-Dimethyl-3-nitrophenyl)thio)propanoic acid 2-ethylhexyl ester C(C)C(COC(CCSC1=C(C(=C(C=C1)C)[N+](=O)[O-])C)=O)CCCC